(cis)-3-[5-bromo-7-(trifluoromethyl)-2H-indazol-2-yl]-1-methylcyclobutan-1-ol BrC1=CC2=CN(N=C2C(=C1)C(F)(F)F)C1CC(C1)(O)C